ethyl 3-methoxy-α-cyanocinnamate COC=1C=C(C=C(C(=O)OCC)C#N)C=CC1